C(CCCCCCC)OC(CCC(=O)OCC(COC(=O)C1CN(CC1)C)COC(CCCCCCCCCCCCC)=O)OCCCCCCCC 3-((4,4-bis(octyloxy)butanoyl)oxy)-2-((tetradecanoyloxy)methyl)propyl-1-methylpyrrolidine-3-carboxylate